tert-butyl N-ethyl-N-[1-[7-[[7-(methanesulfonamidomethyl)-2-methyl-indazol-5-yl]carbamoyl]-2-methyl-indazol-4-yl]-4-piperidyl]carbamate C(C)N(C(OC(C)(C)C)=O)C1CCN(CC1)C=1C2=CN(N=C2C(=CC1)C(NC1=CC2=CN(N=C2C(=C1)CNS(=O)(=O)C)C)=O)C